5-(4-chlorophenyl)-N-(2-ethenesulfonamidoethyl)furan-2-carboxamide ClC1=CC=C(C=C1)C1=CC=C(O1)C(=O)NCCNS(=O)(=O)C=C